1-[bis(dimethylamino)methylene]-5-chloro-1H-benzotriazolium 3-oxide Hexafluorophosphate F[P-](F)(F)(F)(F)F.CN(C)C(=[N+]1N=[N+](C2=C1C=CC(=C2)Cl)[O-])N(C)C